FC1=C(C(=O)OC)C=C(C(=C1)F)C methyl 2,4-difluoro-5-methylbenzoate